OCC(=O)N1CCOC2(CN(C2)C2(C(NC(NC2=O)=O)=O)C2=CC=C(C=C2)OC2=CC=C(C=C2)OC(F)(F)F)C1 5-[8-(2-Hydroxyacetyl)-5-oxa-2,8-diazaspiro[3.5]nonan-2-yl]-5-[4-[4-(trifluoromethoxy)phenoxy]phenyl]hexahydropyrimidine-2,4,6-trione